(R)-8-chloro-N-(1-(4-chlorophenyl)-2,2,2-trifluoroethyl)-N-methyl-5-oxo-1,2,3,5-tetrahydroindolizine-7-sulfonamide ClC=1C(=CC(N2CCCC12)=O)S(=O)(=O)N(C)[C@@H](C(F)(F)F)C1=CC=C(C=C1)Cl